(E)-1-(4-bromo-3-chlorobut-1-en-1-yl)-4-fluorobenzene BrCC(/C=C/C1=CC=C(C=C1)F)Cl